O1CCC(CC1)NCC1=CC=C(N=N1)C1=C(C=C(C=C1C(F)(F)F)C(F)(F)F)O 2-(6-{[(Oxan-4-yl)amino]methyl}pyridazin-3-yl)-3,5-bis(trifluoromethyl)phenol